NCC1N(CCN(C1)CN)C1=CC=CC=2OCCOC21 5-(2,4-bis(aminomethyl)piperazin-1-yl)-2,3-dihydro-1,4-benzodioxine